tert-Butyl N-[3-chloro-5,6-difluoro-4-[(3aS,6aS)-5-methyl-2,3,3a,4,6,6a-hexahydropyrrolo[2,3-c]pyrrol-1-yl]-9H-pyrido[2,3-b]indol-8-yl]-N-methyl-carbamate ClC1=C(C2=C(NC3=C(C=C(C(=C23)F)F)N(C(OC(C)(C)C)=O)C)N=C1)N1CC[C@@H]2[C@H]1CN(C2)C